4-[(4-methoxybenzoyl)oxy]benzoic acid COC1=CC=C(C(=O)OC2=CC=C(C(=O)O)C=C2)C=C1